C(C)(=O)C1=CN(C2=CC=CC=C12)CC(=O)O (3-ACETYL-INDOL-1-YL)-ACETIC ACID